C(C=C)OC1=C(C=C(C(=C1)OCC=C)Cl)N1CCN(CC1)C(C)=O (4-(2,4-bis(allyloxy)-5-chlorophenyl)piperazin-1-yl)ethanone